ClC1=C(C=C(C=C1)C)OC 1-chloro-2-methoxy-4-methylbenzene